2-Ethoxyethyliodoacetat C(C)OCCOC(CI)=O